lanthanum carbonate dioxygen [O+2].[O+2].C([O-])([O-])=O.[La+3]